N1=C(C=CC=C1)C=1N=NN(C1)C1=NC=CC=N1 [4-(2-pyridyl)triazol-1-yl]pyrimidine